(S)-1-(4-chloro-1H-imidazol-2-yl)-3-(isoquinolin-4-yl)-2-oxoimidazoline-4-carbonitrile ClC=1N=C(NC1)N1C(N([C@@H](C1)C#N)C1=CN=CC2=CC=CC=C12)=O